BrC1(CC(=CC(=C1)C(C)(C)C)C(C)(C)C)[Mg]Br 1-bromo-3,5-di-tert-butylphenyl-magnesium bromide